2-fluoro-6-[(3-chlorobenzyl)amino]-9-(tetrahydro-2H-pyran-2-yl)-9H-purine FC1=NC(=C2N=CN(C2=N1)C1OCCCC1)NCC1=CC(=CC=C1)Cl